2-(4,4-difluoropiperidin-1-yl)nicotinic acid FC1(CCN(CC1)C1=C(C(=O)O)C=CC=N1)F